5-(4-chlorophenyl)-3-(1-methyl-1H-pyrazol-4-yl)pyrazin-2-amine ClC1=CC=C(C=C1)C=1N=C(C(=NC1)N)C=1C=NN(C1)C